FC(C1=NOC(=N1)C=1C(=NC(=NC1)NC=1C=C2CCN(C(C2=CC1)=O)C)N[C@H](CO)C1=CC=CC=C1)F 6-[[5-[3-(difluoromethyl)-1,2,4-oxadiazol-5-yl]-4-[[(1S)-2-hydroxy-1-phenyl-ethyl]amino]pyrimidin-2-yl]amino]-2-methyl-3,4-dihydroisoquinolin-1-one